COC1=CC=CC2=C1C(=NO2)NS(=O)(=O)C=2C=CC=C1C=C(C=NC21)C N-(4-methoxybenzo[d]isoxazol-3-yl)-3-methyl-quinoline-8-sulfonamide